7-methyl-4,5-dihydro-3H-oxathiepine 2,2-dioxide CC1=CCCCS(O1)(=O)=O